C(C)(C)(C)OC(=O)N1CC2=CC(=NC=C2CC1)N1C(C2=C(CC1)C(=NN2C2=CC(=CC=C2)Cl)C(=O)OCC)=O 7-[1-(3-chlorophenyl)-3-ethoxycarbonyl-7-oxo-4,5-dihydropyrazolo[3,4-c]pyridin-6-yl]-3,4-dihydro-1H-2,6-naphthyridine-2-carboxylic acid tert-butyl ester